OC=1C=C(C=C(C1)O)C=CC1=CC=CC=C1 3,5-Dihydroxystilben